C(C1=CC=CC=C1)(=O)[C@@]([C@@](C(=O)[O-])(O)C(C1=CC=CC=C1)=O)(O)C(=O)[O-] (2s,3s)-dibenzoyl-D-tartrate